(S)-3-((3-fluoro-2-(piperidin-4-yl)phenyl)amino)piperidine-2,6-dione hydrochloride Cl.FC=1C(=C(C=CC1)N[C@@H]1C(NC(CC1)=O)=O)C1CCNCC1